N-(2-((Cyclopropylamino)methyl)benzyl)-N-(2-oxo-2-((2'-oxo-1,1',2',3-tetrahydrospiro[indene-2,3'-pyrrolo[2,3-b]pyridin]-5-yl)amino)ethyl)pivalamide C1(CC1)NCC1=C(CN(C(C(C)(C)C)=O)CC(NC=2C=C3CC4(C(NC5=NC=CC=C54)=O)CC3=CC2)=O)C=CC=C1